tert-butyl 3-(5-amino-2,6-dimethyl-anilino)azetidine-1-carboxylate NC=1C=CC(=C(NC2CN(C2)C(=O)OC(C)(C)C)C1C)C